OCC1CCC2N1CC(N(C2)C)=O 6-(hydroxymethyl)-2-methylhexahydropyrrolo[1,2-a]pyrazin-3(4H)-one